C(CC)(=O)OCC1=C(C(=CC=C1)O)C (S)-2-methyl-3-Hydroxy-benzyl propionate